Diethyl (2-(chloromethyl)-1-((1-ethyl-1H-imidazol-5-yl) methyl)-1H-thieno[2,3-d]imidazol-5-yl) phosphate P(=O)(OCC)(OCC)OC1=CC2=C(N=C(N2CC2=CN=CN2CC)CCl)S1